C(#N)C=1C=CC(=C2C=CC=NC12)C1C2(CC2(CN1)C(F)(F)F)C(=O)NC1CCN(CC1)C(C)C (8-cyanoquinolin-5-yl)-N-(1-(propan-2-yl)piperidin-4-yl)-5-(trifluoromethyl)-3-azabicyclo[3.1.0]hexane-1-carboxamide